(1R,2S,3R,4R,Z)-N-(4-fluoro-3-(trifluoromethyl)phenyl)-3-(5-((2-hydroxyethyl)sulfonyl)-2-methoxybenzamido)-7-(2,2,2-trifluoroethylidene)bicyclo[2.2.1]heptane-2-carboxamide FC1=C(C=C(C=C1)NC(=O)[C@H]1[C@H]/2CC[C@@H]([C@H]1NC(C1=C(C=CC(=C1)S(=O)(=O)CCO)OC)=O)\C2=C/C(F)(F)F)C(F)(F)F